tert-butyl N-[2-(4,4-dimethylcyclohexen-1-yl)-6-[1-ethyl-2,2,6,6-tetrakis(trideuteriomethyl)-4-piperidyl]-3-pyridyl]carbamate CC1(CC=C(CC1)C1=NC(=CC=C1NC(OC(C)(C)C)=O)C1CC(N(C(C1)(C([2H])([2H])[2H])C([2H])([2H])[2H])CC)(C([2H])([2H])[2H])C([2H])([2H])[2H])C